C(C=C)(=O)NC1CN(C1)CC=1C=CC(=NC1Cl)C(=O)NC1=CC=C(C=C1)C1=CC2=C(N=CN=C2N2CCOCC2)N1 5-((3-acrylamidoazetidin-1-yl)methyl)-6-chloro-N-(4-(4-morpholino-7H-pyrrolo[2,3-d]pyrimidin-6-yl)phenyl)picolinamide